NC1=CC=CC(=N1)S(=O)(=O)NC(=O)C=1C(=NC(=CC1)C=1C=NC(=CC1)OC(C)C)N1CCC(CC1)OCC1=CC=CC=C1 N-[(6-Amino-2-pyridyl)sulfonyl]-2-(4-benzyloxy-1-piperidyl)-6-(6-isopropoxy-3-pyridyl)pyridin-3-carboxamid